1,3,5-tri-(4'-formyl-biphenyl-4-yl)triazine C(=O)C1=CC=C(C=C1)C1=CC=C(C=C1)N1NN(CC(=C1)C1=CC=C(C=C1)C1=CC=C(C=C1)C=O)C1=CC=C(C=C1)C1=CC=C(C=C1)C=O